1,4-bis(dimethylsilyl)butane sodium (1,1-dimethoxyethyl)methylphosphinate COC(C)(OC)P([O-])(=O)C.[Na+].C[SiH](CCCC[SiH](C)C)C